C1(CCC1)N1C(=NC2=C1C=CC(=C2)O)C=2C(=C(C(=C(C2)OC)O)O)C 4-(1-cyclobutyl-5-hydroxy-1H-benzo[d]imidazol-2-yl)-6-methoxy-3-methylbenzene-1,2-diol